4,5-difluoro-3-phenylbenzothiazolium FC1=C(C=CC2=C1[N+](=CS2)C2=CC=CC=C2)F